COS(=O)C1=C(C(=C(C(=C1Cl)Cl)Cl)Cl)Cl.ClC1=C(C=CC=C1Cl)C(C)(C)NC(C[C@@H]1N(CCC1)C)=O (R)-N-(2-(2,3-dichlorophenyl)propan-2-yl)-2-(1-methyl-pyrrolidin-2-yl)acetamide methyl-2,3,4,5,6-pentachlorobenzenesulfinate